N-((S)-1-((2S,4R)-4-hydroxy-2-(4-(4-methylthiazol-5-yl)benzylcarbamoyl)pyrrolidin-1-yl)-3,3-dimethyl-1-oxobutan-2-yl)nicotinamide O[C@@H]1C[C@H](N(C1)C([C@H](C(C)(C)C)NC(C1=CN=CC=C1)=O)=O)C(NCC1=CC=C(C=C1)C1=C(N=CS1)C)=O